2-((3,5-Dicyano-4-ethyl-6-(piperazin-1-yl)pyridin-2-yl)thio)-2-(4-fluorophenyl)acetamide, trifluoroacetic acid salt FC(C(=O)O)(F)F.C(#N)C=1C(=NC(=C(C1CC)C#N)N1CCNCC1)SC(C(=O)N)C1=CC=C(C=C1)F